NC1=CC=C(C=N1)/C=C/C(=O)NCC=1OC2=C(C1)C=C(C=C2C(F)(F)F)C2C(C2)C(=O)N2CCC(CC2)(F)F (E)-3-(6-amino-pyridin-3-yl)-N-((5-(2-(4,4-difluoro-piperidine-1-carbonyl)cyclopropyl)-7-(trifluoro-methyl)benzofuran-2-yl)methyl)acrylamide